propanoic acid pentyl ester C(CCCC)OC(CC)=O